N-{[4-(difluoromethoxy)-2-fluorophenyl]carbamoyl}-D-isovaline FC(OC1=CC(=C(C=C1)NC(=O)N[C@](C)(CC)C(=O)O)F)F